(5-Naphthyl-1,2,4-oxadiazol-3-yl)benzoic acid C1(=CC=CC2=CC=CC=C12)C1=NC(=NO1)C1=C(C(=O)O)C=CC=C1